NC=1NC(C=2N(C(N(C2N1)[C@@H]1O[C@@H]([C@H]([C@H]1O)F)CO)=O)CSC)=O 2-Amino-9-((2R,3S,4S,5R)-4-fluoro-3-hydroxy-5-(hydroxymethyl)tetrahydrofuran-2-yl)-7-((methylthio)methyl)-7,9-dihydro-1H-purin-6,8-dion